P(=O)(OC[C@@H]1O[C@H](CC1)N1C(NC(C(=C1)C)=O)=O)(OCCCCO)O.[Na] sodium ((2R,3S,5R)-5-(5-methyl-2,4-dioxopyrimidin-1(2H)-yl)-tetrahydrofuran-2-yl)-methyl 4-hydroxybutyl hydrogen phosphate